C(#C)C=1C(=NC(=CC1)N)N 3-ethynyl-pyridine-2,6-diamine